[4-(6,7-Dimethoxy-quinolin-4-yloxy)-phenylcarbamoyl]-cyclopropanecarboxylic acid COC=1C=C2C(=CC=NC2=CC1OC)OC1=CC=C(C=C1)NC(=O)C1(CC1)C(=O)O